C(#N)C(C(=O)OC)(C)C1=CC=2N(C=C1)C=CN2 methyl 2-cyano-2-imidazo[1,2-a]pyridin-7-yl-propanoate